NC=1C(=NC(=CN1)C=1N=NN(C1)C1CCNCC1)C(=O)O[C@@H](C(=O)NC1=CC=C(C=C1)F)C1=CC=CC=C1 (R)-2-((4-fluorophenyl)amino)-2-oxo-1-phenylethyl 3-amino-6-(1-(piperidin-4-yl)-1H-1,2,3-triazol-4-yl)pyrazine-2-carboxylate